NC1=C(C(=NC=N1)OC[C@H]1OCCN(C1)C(C=C)=O)C1=CC=C(C=C1)OC1=CC=CC=C1 (S)-1-(2-(((6-Amino-5-(4-phenoxyphenyl)pyrimidin-4-yl)oxy)methyl)morpholino)prop-2-en-1-on